tert-butyl 4-[2-[3-(4-amino-1-tert-butyl-pyrazolo[3,4-d]pyrimidin-3-yl)-5-cyclopropyl-isoxazol-4-yl]pyrimidin-5-yl]-3,3-dimethyl-2,6-dihydropyridine-1-carboxylate NC1=C2C(=NC=N1)N(N=C2C2=NOC(=C2C2=NC=C(C=N2)C=2C(CN(CC2)C(=O)OC(C)(C)C)(C)C)C2CC2)C(C)(C)C